5-(6-cyclopropyl-2-fluoropyridin-3-yl)-N-[(3S)-9-fluoro-2-oxo-5-phenyl-1,3-dihydro-1,4-benzodiazepine-3-yl]-1-(oxacyclohex-4-yl)pyrazole-4-carboxamide C1(CC1)C1=CC=C(C(=N1)F)C1=C(C=NN1C1CCOCC1)C(=O)N[C@@H]1C(NC2=C(C(=N1)C1=CC=CC=C1)C=CC=C2F)=O